6-Fluoro-2-(2-(4-methoxypiperidin-1-yl)pyrimidin-5-yl)-1H-indole FC1=CC=C2C=C(NC2=C1)C=1C=NC(=NC1)N1CCC(CC1)OC